N-(2-(1-methylpyrrolidin-3-yl)thieno[2,3-b]pyridin-4-yl)benzo[d]thiazol-5-amine CN1CC(CC1)C1=CC=2C(=NC=CC2NC=2C=CC3=C(N=CS3)C2)S1